valeryl-(benziodoxole) C(CCCC)(=O)C1O[IH]C2=C1C=CC=C2